(R)-5-chloro-N-(3,3-difluoropiperidin-4-yl)-4-methoxypyrrolo[2,1-f][1,2,4]triazin-2-amine ClC=1C=CN2N=C(N=C(C21)OC)N[C@H]2C(CNCC2)(F)F